Cl.CC1CCC(CC1)N (1s,4s)-4-methylcyclohexan-1-amine hydrochloride